C(C(=C)C)(=O)OCC1COC1 3-(Methacryloyloxymethyl)oxetane